CC1=NC2=CC=CC(=C2C(N1C1C(NC(CC1)=O)=O)=O)C#CC1=NC=C(C=C1)CN1CCOCC1 3-(2-methyl-5-((5-(morpholinomethyl)pyridin-2-yl)ethynyl)-4-oxoquinazolin-3(4H)-yl)piperidine-2,6-dione